BrC=1C=C(C=2N(C1)C=C(N2)C2=CC(=C(C=C2)OC)OC)C 6-bromo-2-(3,4-dimethoxyphenyl)-8-methylimidazo[1,2-a]pyridine